[Al].C1(=CC=CC2=CC=CC=C12)O 1-naphthol aluminum